NC1=C(C(=NN1C(C)C)C1=CC=C(C=C1)CC(=O)NC1=CC(=NO1)C1C(CC1)(C)C)C(=O)N 5-Amino-3-[4-[2-[[3-(2,2-dimethylcyclobutyl)isoxazol-5-yl]amino]-2-oxo-ethyl]phenyl]-1-isopropyl-pyrazole-4-carboxamide